ClC=1C(=NC(=NC1)C1CC1)NC1=NNC2=CC(=CC=C12)[C@@H]1C[C@@]12C(NC1=CC=C(C=C21)OC)=O (1R,2S)-2-(3-((5-chloro-2-cyclopropylpyrimidin-4-yl)amino)-1H-indazol-6-yl)-5'-methoxyspiro[cyclopropane-1,3'-indolin]-2'-one